FC=1C=C(C=CC1)S(=O)(=O)C12C=3C=CC(=NC3CCC1N(CC2)C(=O)N2N(C(CC2)=O)CC(C)(C)O)C(C(F)(F)F)(C(F)(F)F)F 1-(9b-((3-fluorophenyl)sulfonyl)-7-(perfluoropropan-2-yl)-2,3,3a,4,5,9b-hexahydro-1H-pyrrolo[3,2-f]quinoline-3-carbonyl)-2-(2-hydroxy-2-methylpropyl)pyrazolidin-3-one